methyl 3-(9-((4-(((tert-butoxycarbonyl)(methyl)amino)methyl)phenyl)carbamoyl)-4,5-dihydrobenzo[b]thieno[2,3-d]oxepin-8-yl)-6-(propylcarbamoyl)picolinate C(C)(C)(C)OC(=O)N(C)CC1=CC=C(C=C1)NC(=O)C1=CC2=C(OCCC3=C2SC=C3)C=C1C=1C(=NC(=CC1)C(NCCC)=O)C(=O)OC